BrC=1C=CC2=C(C(=CO2)COC2=C(C=CC(=C2)C(C)C)CC(=O)OCC)C1 ethyl 2-(2-((5-bromobenzofuran-3-yl)methoxy)-4-isopropylphenyl)acetate